C(C1=CC=C(C(=O)OCCCCCCCCCCC)C=C1)(=O)OCCCCCCCCCCC di-(n-undecyl) terephthalate